BrC=1C=C2C(N(C(=NC2=CC1)[C@H](CCC)[C@H]1CCN([C@H](CC1)C)C)CC)=O 6-bromo-2-((R)-1-((4R,7S)-1,7-dimethylazepan-4-yl)butyl)-3-ethylquinazolin-4(3H)-one